BrC=1C=C(C(=NC1)C(=O)N=C1N(C=C(C=C1)SC(F)(F)F)C)S(=O)(=O)CC 5-bromo-3-ethylsulfonyl-N-[1-methyl-5-(trifluoromethylsulfanyl)-2-pyridylidene]pyridine-2-carboxamide